N-[4-[4-[(3S)-3-aminopyrrolidine-1-carbonyl]piperidine-1-carbonyl]-3-chloro-phenyl]-5-[4-(difluoromethoxy)-2,3-difluoro-phenyl]-1-methyl-imidazole-2-carboxamide trifluoroacetate FC(C(=O)O)(F)F.N[C@@H]1CN(CC1)C(=O)C1CCN(CC1)C(=O)C1=C(C=C(C=C1)NC(=O)C=1N(C(=CN1)C1=C(C(=C(C=C1)OC(F)F)F)F)C)Cl